tert-butyl 5-aminopyridin-2-yl(2,2,2-trifluoro-1-phenylethyl)carbamate NC=1C=CC(=NC1)N(C(OC(C)(C)C)=O)C(C(F)(F)F)C1=CC=CC=C1